(R)-N-((S)-(3-chloro-2,4-difluorophenyl)((1R,3S)-3-(trifluoromethyl)cyclobutyl)-methyl)-2-methyl-3-oxopiperazine-5,5,6,6-d4-1-carboxamide ClC=1C(=C(C=CC1F)[C@@H](NC(=O)N1[C@@H](C(NC(C1([2H])[2H])([2H])[2H])=O)C)C1CC(C1)C(F)(F)F)F